C(#N)[C@H]1[C@@H](CCCC1)NC1=NC(=NC=C1C)NC1=CC2=C(B(OC2)O)C(=C1)C#N 5-((4-(((trans)-2-cyanocyclohexyl)amino)-5-methylpyrimidin-2-yl)amino)-1-hydroxy-1,3-dihydrobenzo[c][1,2]oxaborole-7-carbonitrile